[4-(2-fluoro-4-trifluoromethyl-phenyl)-4-hydroxy-tetrahydro-pyran-3-yl]-carbamic acid tert-butyl ester C(C)(C)(C)OC(NC1COCCC1(O)C1=C(C=C(C=C1)C(F)(F)F)F)=O